N-(azetidin-3-yl)-1-(4-((3-(3-fluoro-4-methoxyphenyl)imidazo[1,2-a]pyrazin-8-yl)amino)-2-methyl-benzoyl)piperidine-4-carboxamide 2,2,2-trifluoro-acetate FC(C(=O)O)(F)F.N1CC(C1)NC(=O)C1CCN(CC1)C(C1=C(C=C(C=C1)NC=1C=2N(C=CN1)C(=CN2)C2=CC(=C(C=C2)OC)F)C)=O